4-[[(7R)-8-cyclopentyl-7-ethyl-5-methyl-6-oxo-7H-pteridin-2-yl]amino]-3-methoxy-N-[1-[2-(4-piperidyloxy)ethyl]-4-piperidyl]benzamide C1(CCCC1)N1[C@@H](C(N(C=2C=NC(=NC12)NC1=C(C=C(C(=O)NC2CCN(CC2)CCOC2CCNCC2)C=C1)OC)C)=O)CC